CS(=O)(=O)N1N=NC(=C1)C=1C=NC2=CC=CC=C2C1 3-(1-(Methylsulfonyl)-1H-1,2,3-triazol-4-yl)quinoline